NCC1=CC=C(C=C1)C1=C(OC(=C1)[N+](=O)[O-])C(=O)N (4-Aminomethylphenyl)-5-nitrofuran-2-carboxamide